[OH-].CC1C(NC(C(N1)C)C)C tetramethylpiperazine hydroxide